((1s,4s)-4-(5-(6-(3-cyanopyrrolo[1,2-b]pyridazin-7-yl)-4-(oxetan-3-ylamino)pyridin-3-yl)-1,3,4-thiadiazol-2-yl)cyclohexyl)carbamic acid methyl ester COC(NC1CCC(CC1)C=1SC(=NN1)C=1C=NC(=CC1NC1COC1)C1=CC=C2N1N=CC(=C2)C#N)=O